OC1=C(C2=CC(=CC=C2C=C1)C1=C(C=CC=C1)OC)C1=C(OC(C2=CC=CC=C12)=O)C1=NC=C(C=C1)C 4-(2-hydroxy-7-(2-methoxyphenyl)naphthalen-1-yl)-3-(5-methylpyridin-2-yl)-1H-isochromen-1-one